2-(4-amino-2-chloro-6-fluorophenyl)-6-(3-((benzyloxy)methyl)-4-ethyl-5-oxo-4,5-dihydro-1H-1,2,4-triazol-1-yl)isoquinolin-1(2H)-one NC1=CC(=C(C(=C1)F)N1C(C2=CC=C(C=C2C=C1)N1N=C(N(C1=O)CC)COCC1=CC=CC=C1)=O)Cl